imino({3-[(1S)-1-[(7-methoxyquinolin-4-yl)oxy]ethyl]phenyl})methyl-λ6-sulfanone N=S(=O)CC1=CC(=CC=C1)[C@H](C)OC1=CC=NC2=CC(=CC=C12)OC